C(CCCCC(C)C)[Sn]CCCCCC(C)C diisooctyl-tin